FC(C1=CC=C2C(=N1)C1(C(N2)=O)CCN(CC1)CCOC1=CC2=C(N(C=N2)[C@H]2CNC(C2)=O)C(=C1)C(F)(F)F)F |o1:27| (R or S)-5'-(difluoromethyl)-1-(2-((1-(5-oxopyrrolidin-3-yl)-7-(trifluoromethyl)-1H-benzo[d]imidazol-5-yl)oxy)ethyl)spiro[piperidine-4,3'-pyrrolo[3,2-b]pyridin]-2'(1'H)-one